1-((2-bromophenyl)sulfonyl)piperazine BrC1=C(C=CC=C1)S(=O)(=O)N1CCNCC1